N[C@@H](C(C)C)C(=O)O[C@@H]1[C@H](O[C@]([C@@H]1O)(C1=CC=C2C(=NC=NN21)NC(=O)OCOC(C(C)(C)C)=O)C#N)COC(CC2CCCCC2)=O (2R,3S,4R,5R)-5-cyano-2-((2-cyclohexylacetoxy)methyl)-4-hydroxy-5-(4-((((pivaloyloxy)methoxy)carbonyl)amino) pyrrolo[2,1-f][1,2,4]triazin-7-yl)tetrahydrofuran-3-yl L-valinate